dimethyl (4-(3-amino-6-(4-(methyl sulfonyl)phenyl)pyrazine-2-carboxamido)phenylsulfonyl)methylphosphonate NC=1C(=NC(=CN1)C1=CC=C(C=C1)S(=O)(=O)C)C(=O)NC1=CC=C(C=C1)S(=O)(=O)CP(OC)(OC)=O